[K].C(C)N1CC(CCC1)S(=O)(=O)NC(NC1=C2CCCC2=CC=2CCCC12)=O 1-ethyl-N-((1,2,3,5,6,7-hexahydro-s-indacen-4-yl)carbamoyl)-piperidine-3-sulfonamide, potassium salt